(2R,3R,4R,5R)-2-((bis(4-methoxyphenyl)(phenyl)methoxy)methyl)-4-fluoro-5-(6-(N-methylbenzamido)-9H-purin-9-yl)tetrahydrofuran-3-yl (2-cyanoethyl) diisopropylphosphoramidite C(C)(C)N(P(O[C@@H]1[C@H](O[C@H]([C@@H]1F)N1C2=NC=NC(=C2N=C1)N(C(C1=CC=CC=C1)=O)C)COC(C1=CC=CC=C1)(C1=CC=C(C=C1)OC)C1=CC=C(C=C1)OC)OCCC#N)C(C)C